NC1=CN(NC(=C1N1CCCCC1)C1=CC=C(C=C1)F)C1=CC(=C(C=C1)C(C)(C)C)O 4-amino-2-(4-(tert-butyl)-3-hydroxyphenyl)-6-(4-fluorophenyl)-5-(piperidin-1-yl)pyridazin